C(C)(C)(C)OC(=O)N1CCN(CC1)C[B-](F)(F)F.[K+] potassium (4-tert-butoxycarbonylpiperazin-1-yl)methyltrifluoroborate